BrC=1C(=NC(=CC1)N)NCCC=C 3-bromo-N2-(but-3-en-1-yl)pyridine-2,6-diamine